(1-(5-cyclopropyl-3,6-dimethoxypyridin-2-yl)butan-2-yl)carbamic acid tert-butyl ester C(C)(C)(C)OC(NC(CC1=NC(=C(C=C1OC)C1CC1)OC)CC)=O